C(#N)C1=C(CC2=CNC3=CC=CC=C23)C=CC=C1 3-(o-cyanobenzyl)indole